FC=1C=CC(=C(C1)N1C(SC=C1C=1C=C(C(=O)NCC\C=C\C=2SC=CC2)C=CC1)=O)OC (E)-3-(3-(5-fluoro-2-methoxyphenyl)-4-thiazolinonyl)-N-(4-(thiophen-2-yl)but-3-en-1-yl)benzamide